OCC=1C=NC=CC1NC(=O)C=1C=2C[C@@H]3[C@H](C2N(N1)C1=C(C=C(C=C1)F)F)C3 (1aR,5aR)-2-(2,4-Difluoro-phenyl)-1a,2,5,5a-tetrahydro-1H-2,3-diaza-cyclopropa[a]pentalene-4-carboxylic acid (3-hydroxymethyl-pyridin-4-yl)-amide